3-(5-nitro-2-pyridinyl)-8-oxa-3-azabicyclo[3.2.1]octane [N+](=O)([O-])C=1C=CC(=NC1)N1CC2CCC(C1)O2